((6-(4-chlorophenyl)-2-(pyridin-3-yl)pyrimidin-4-yl)amino)propane-1,3-diol ClC1=CC=C(C=C1)C1=CC(=NC(=N1)C=1C=NC=CC1)NC(CCO)O